3-Formyl-thiophene-2-carboxylic acid C(=O)C1=C(SC=C1)C(=O)O